O=C1NC(C2=CC(=CC=C12)OC1=CC=C(C=C1)NC(C1=CC=CC=C1)=O)=O N-(4-((1,3-dioxoisoindolin-5-yl)oxy)phenyl)benzamide